Ethyl (E)-3-((1-(4-methoxybenzyl)-3-methyl-1H-pyrazol-5-yl)imino)butanoate COC1=CC=C(CN2N=C(C=C2\N=C(\CC(=O)OCC)/C)C)C=C1